N-[5-[2,6-bis(trideuteromethyl)-4-pyridinyl]-4-(3-cyanophenyl)thiazol-2-yl]-4-cyano-4-methyl-piperidine-1-carboxamide [2H]C(C1=NC(=CC(=C1)C1=C(N=C(S1)NC(=O)N1CCC(CC1)(C)C#N)C1=CC(=CC=C1)C#N)C([2H])([2H])[2H])([2H])[2H]